C1CC12C[C@@H](N(CC2)C(=O)OC(C)(C)C)C(=O)OC 6-(tert-butyl) 5-methyl (R)-6-azaspiro[2.5]octane-5,6-dicarboxylate